N-(5-(5-(2-cyano-2-methylpropoxy)benzo[d]oxazol-2-yl)-8-(methylamino)-2,7-naphthyridin-3-yl)cyclopropanecarboxamide C(#N)C(COC=1C=CC2=C(N=C(O2)C2=C3C=C(N=CC3=C(N=C2)NC)NC(=O)C2CC2)C1)(C)C